BrC(/C=C/C1=CC=CC=C1)C(CCCC)Br (E)-(3,4-Dibromooct-1-en-1-yl)benzene